N-((6-(4-methylpiperazin-1-yl)pyridin-3-yl)methyl)-5-(quinoxalin-6-yl)-7H-pyrrolo[2,3-d]pyrimidin-2-amine CN1CCN(CC1)C1=CC=C(C=N1)CNC=1N=CC2=C(N1)NC=C2C=2C=C1N=CC=NC1=CC2